C(C)(C)(C)OC(=O)N[C@@H](C(=O)NC1CC(NCC1)(C(=O)O)CCCCB1OC(C(O1)(C)C)(C)C)C(C)C 4-((R)-2-((tert-butoxycarbonyl)amino)-3-methylbutanamido)-2-(4-(4,4,5,5-tetramethyl-1,3,2-dioxaborolan-2-yl)butyl)piperidine-2-carboxylic acid